1-dodecyl-2-butylpyridinium chloride [Cl-].C(CCCCCCCCCCC)[N+]1=C(C=CC=C1)CCCC